FC(C=1C=C(C=CC1F)C=1C=C2C(=NC1)C=NN2CC2=NN=C(S2)N)F [[6-[3-(Difluoromethyl)-4-fluoro-phenyl]pyrazolo[4,3-b]pyridin-1-yl]methyl]-1,3,4-thiadiazol-2-amine